2-chloro-N-((1R,5S,6R)-3-(5-(6-ethoxy-1H-pyrazolo[3',4':3,4]pyrazolo[1,5-a]pyridin-4-yl)pyridin-2-yl)-3-azabicyclo[3.1.0]hexan-6-yl)-6-fluorobenzamide ClC1=C(C(=O)NC2[C@@H]3CN(C[C@H]23)C2=NC=C(C=C2)C=2C=3N(C=C(C2)OCC)N=C2C3C=NN2)C(=CC=C1)F